NC(=O)C1=CC=CC2=CN(N=C12)C1=CC=C(CN2CC3(CCC2)CN(CCC3)CC3=CC=CC=C3)C=C1 2-{4-[7-(aminocarbonyl)-2H-indazol-2-yl]benzyl}-8-benzyl-2,8-diazaspiro[5.5]undecane